C(CCCCC)N1C=[N+](C=C1)CCCCS(=O)(=O)O 1-hexyl-3-(4-sulfobutyl)-1H-imidazol-3-ium